CN(C)C=NC(=S)N=CN(C)C 1,3-bis(dimethylaminomethylene)thiourea